ClC1=CC=C(C=C1)C=1C(=CN(C(C1)=O)C)C=1C=NN(C1)C=1C=C(C#N)C=CC1OC 3-{4-[4-(4-Chloro-phenyl)-1-methyl-6-oxo-1,6-dihydro-pyridin-3-yl]-pyrazol-1-yl}-4-methoxy-benzonitrile